(Z)-non-3-en-1-yl 2-methyl-10-((9Z,12Z)-octadeca-9,12-dien-1-yl)-6-oxo-7-oxa-2,5,10-triazahexadecan-16-oate CN(C)CCNC(OCCN(CCCCCC(=O)OCC\C=C/CCCCC)CCCCCCCC\C=C/C\C=C/CCCCC)=O